CC1=CC=2N(C(C(=C(N2)C(F)(F)F)C2=NOC(=N2)CCC(F)(F)F)=O)C=C1 8-methyl-2-(trifluoromethyl)-3-[5-(3,3,3-trifluoropropyl)-1,2,4-oxadiazol-3-yl]pyrido[1,2-a]pyrimidin-4-one